O[C@H](COC=1C=C(C=CC1)S(=O)(=O)NC)CNC1COC2(C1)CCN(CC2)S(=O)(=O)C=2C=NC(=CC2)N2CCCCC2 3-((2S)-2-hydroxy-3-(8-(6-(piperidin-1-yl)pyridin-3-ylsulfonyl)-1-oxa-8-azaspiro[4.5]dec-3-ylamino)propoxy)-N-methylbenzenesulfonamide